NC/C=C/C(=O)N1CC(C1)(F)F (E)-4-amino-1-(3,3-difluoroazetidin-1-yl)but-2-en-1-one